CC=1C=C2C=NN(C2=CC1O)C=1C=NN(C1)C 5-methyl-1-(1-methylpyrazol-4-yl)indazol-6-ol